C1(CC1)C=1C=C(C=2N(C1)C=C(N2)CNC2=NC(=NC=C2)N)N2CCN(CC2)C N4-((6-cyclopropyl-8-(4-methylpiperazin-1-yl)imidazo[1,2-a]pyridin-2-yl)methyl)pyrimidine-2,4-diamine